ClC=1C=C(C=C(C1)Cl)C1=NN(C=N1)C1=C(N=CN1C)[N+](=O)[O-] 3-(3,5-dichlorophenyl)-1-(1-methyl-4-nitro-1H-imidazol-5-yl)-1H-1,2,4-triazole